benzyl (2S,4S)-4-(cyclopropylmethoxy)-2-(4-((cyclopropylmethoxy) carbonyl)phenyl)piperidine-1-carboxylate C1(CC1)CO[C@@H]1C[C@H](N(CC1)C(=O)OCC1=CC=CC=C1)C1=CC=C(C=C1)C(=O)OCC1CC1